3-[4-(4-phenylpiperidine-1-carbonyl)piperidine-1-carbonyl]-1H-pyrazol C1(=CC=CC=C1)C1CCN(CC1)C(=O)C1CCN(CC1)C(=O)C1=NNC=C1